2-((3-(3-(azetidin-1-yl)-8,9-dihydropyrido[3',2':4,5]imidazo[1,2-a]pyrazin-7(6H)-yl)-3-oxopropoxy)methyl)azetidin N1(CCC1)C1=CC=2N=C3N(CCN(C3)C(CCOCC3NCC3)=O)C2N=C1